BrC1=CC=C(CN2C(=CC=C2)C(C)=O)C=C1 1-(1-(4-Bromobenzyl)-1H-pyrrol-2-yl)ethan-1-one